tert-Butyl 6-(7-chloro-8-fluoro-2-(((2R,7aS)-2-fluorotetrahydro-1H-pyrrolizin-7a(5H)-yl)methoxy)pyrido[4,3-d]pyrimidin-4-yl)-2,6-diazaspiro[3.5]nonane-2-carboxylate ClC1=C(C=2N=C(N=C(C2C=N1)N1CC2(CN(C2)C(=O)OC(C)(C)C)CCC1)OC[C@]12CCCN2C[C@@H](C1)F)F